methyl 6-iodopyridine-3-carboxylate IC1=CC=C(C=N1)C(=O)OC